azido dicarbonate C(=O)(ON=[N+]=[N-])OC(=O)[O-]